(7'R)-12'-bromo-3H-9'-oxa-2',11',14'-triazaspiro[1-benzofuran-2,5'-tricyclo[8.4.0.02,7]tetradecane] BrC1NC2OC[C@H]3CC4(CCN3C2NC1)OC1=C(C4)C=CC=C1